(S)-2-((((9H-fluoren-9-yl)methoxy)carbonyl)amino)-3-(3',4',5'-trifluoro-[1,1-biphenyl]-4-yl)propanoic acid C1=CC=CC=2C3=CC=CC=C3C(C12)COC(=O)N[C@H](C(=O)O)CC1=CC=C(C=C1)C1=CC(=C(C(=C1)F)F)F